CN(C1CC2(CC1)CCN(CC2)C(=O)[C@H](CC(C)C)N2C([C@@H](NCC2)CC(C)C)=O)C (S)-1-[(S)-1-({2-(Dimethylamino)-8-aza-8-spiro[4.5]decyl}carbonyl)-3-methylbutyl]-3-isobutyl-2-piperazinone